butyl N-(2-indolin-3-ylethyl)carbamate N1CC(C2=CC=CC=C12)CCNC(OCCCC)=O